N-(1-(4-(trifluoromethyl)phenyl)-1H-indol-5-yl)-acrylamide FC(C1=CC=C(C=C1)N1C=CC2=CC(=CC=C12)NC(C=C)=O)(F)F